BrC1=CC(=C(C=O)C=C1Br)[N+](=O)[O-] 4,5-dibromo-2-nitrobenzaldehyde